C(C1=CC=CC=C1)OC(=O)N1[C@@H](C(C1)=CC#N)C.C(CCCCCCC)[Si](O[Si](C)(C)C)(O[Si](C)(C)C)O[Si](C)(C)C n-octyltris(trimethylsiloxy)silane benzyl-(R)-3-(cyanomethylene)-2-methylazetidine-1-carboxylate